C(C)(C)(C)OC(=O)N1CC(C1)C=1N=NC(=CC1N)C1=C(C=CC(=C1)Cl)F 3-(4-amino-6-(5-chloro-2-fluorophenyl)pyridazin-3-yl)azetidine-1-carboxylic acid tert-butyl ester